2-(5-(5-chloro-2-[(oxan-4-yl)amino]pyrimidin-4-yl)-1-(hydroxymethyl)-3-oxo-2,3-dihydro-1H-isoindol-2-yl)-N-methylacetamide ClC=1C(=NC(=NC1)NC1CCOCC1)C=1C=C2C(N(C(C2=CC1)CO)CC(=O)NC)=O